2-((1H-pyrrol-3-yl)methyl)-6-((2-methyl-6-(trifluoromethyl)pyridin-3-yl)sulfonyl)-2,6-diazaspiro[3.3]heptane N1C=C(C=C1)CN1CC2(C1)CN(C2)S(=O)(=O)C=2C(=NC(=CC2)C(F)(F)F)C